7-(5-bromo-2-fluorobenzyl)-7H-pyrrolo[2,3-h]quinazoline-2,4-diamine BrC=1C=CC(=C(CN2C=CC=3C2=CC=C2C(=NC(=NC32)N)N)C1)F